5-chloro-N-(7-cyano-2,3-dihydro-1H-inden-1-yl)-2-methoxy-N-methylnicotinamide ClC=1C=NC(=C(C(=O)N(C)C2CCC3=CC=CC(=C23)C#N)C1)OC